BrC=1C=C(C(=O)OC(C)(C)C)C=CC1N1CCC(CC1)CC(=O)NC[C@H]1[C@H]2C([C@@H](CC1)C2)(C)C tert-butyl 3-bromo-4-[4-[2-[[[(1S,2R,5S)-6,6-dimethylbicyclo[3.1.1]heptan-2-yl]methyl]amino]-2-oxoethyl]piperidin-1-yl]benzoate